N1=CC=C(C=C1)C1=C(C=2N(C(=N1)N)C=CN2)C2=CC=NC=C2 7,8-bis(pyridin-4-yl)imidazo[1,2-c]pyrimidin-5-amine